Tributyl(1,3-dioxolan-2-ylmethyl)phosphonium Bromide [Br-].C(CCC)[P+](CC1OCCO1)(CCCC)CCCC